FC(C=1C=C(COC=2C=C3CCC(C3=CC2)=O)C=CC1)(F)F 5-((3-(trifluoromethyl)benzyl)oxy)-2,3-dihydro-1H-inden-1-one